CN(C(CC1CCNCC1)=O)C 1-(Dimethylamino)-2-(4-piperidyl)-1-ethanone